FC(C(C)(C)NC(OCC1=CC=CC=C1)=O)(F)F Benzyl (1,1,1-trifluoro-2-methylpropan-2-yl)carbamate